2-(3-(1-aminoethyl)pyrazin-2-yl)-4-(prop-2-yn-1-yl)-4H-1,3,4-oxadiazin-5(6H)-one NC(C)C=1C(=NC=CN1)C=1OCC(N(N1)CC#C)=O